8-methyl-7-(piperidin-4-yl)-5-((3-(trifluoromethyl)pyridin-2-yl)methyl)pyrido[2,3-b]pyrazin-6(5H)-one CC1=C(C(N(C2=NC=CN=C21)CC2=NC=CC=C2C(F)(F)F)=O)C2CCNCC2